CC(CN[C@@H](CC(C)C)C(=O)O)C 2-methylpropan-1-yl(leucine)